N[C@H](C[C@H]1C(NCC1)=O)NC(=O)[C@H](CC(C)C)NC(OCC1=CC=CC=C1)=O benzyl N-[(1S)-1-{[(1S)-1-amino-2-[(3S)-2-oxopyrrolidin-3-yl]ethyl]-carbamoyl}-3-methylbutyl]carbamate